CN1N=C(C=C1C#N)C 1,3-dimethyl-1H-pyrazole-5-nitrile